2-(cyclohexyl-((4-(N-(thiazol-2-yl)sulfamoyl)phenyl)amino)methyl)malonic acid dimethyl ester COC(C(C(=O)OC)C(NC1=CC=C(C=C1)S(NC=1SC=CN1)(=O)=O)C1CCCCC1)=O